5-methoxy-1-[[4-[5-(trifluoromethyl)-1,2,4-oxadiazol-3-yl]phenyl]methyl]indole-3-carbaldehyde COC=1C=C2C(=CN(C2=CC1)CC1=CC=C(C=C1)C1=NOC(=N1)C(F)(F)F)C=O